B(O)(O)CCC=1C(=C(C(=O)O)C(=CC1)OC1CN(C1)C(CC[C@@H](N)C(N)=O)=O)O 3-(2-boronoethyl)-6-{[1-(D-α-glutaminyl)azetidin-3-yl]oxy}-2-hydroxybenzoic acid